lithium 4,5-dicyano-trifluoromethylimidazole C(#N)C=1N=C(NC1C#N)C(F)(F)F.[Li]